CC1=NC2=CC(=CC(=C2N=C1SC)[C@@H](C)NC1=C(C(=O)O)C=C(C=C1)F)C 2-[[(1R)-1-(2,7-dimethyl-3-methylsulfanyl-quinoxalin-5-yl)ethyl]amino]-5-fluoro-benzoic acid